2-(3-((5-methyl-1H-1,2,3-triazol-1-yl)(oxetan-3-yl)methyl)phenyl)-6-(((1-methylcyclobutyl)amino)methyl)-4-(trifluoromethyl)isoindolin-1-one CC1=CN=NN1C(C=1C=C(C=CC1)N1C(C2=CC(=CC(=C2C1)C(F)(F)F)CNC1(CCC1)C)=O)C1COC1